N-Boc-4-fluorophenylalanine C(=O)(OC(C)(C)C)N[C@@H](CC1=CC=C(C=C1)F)C(=O)O